tert-butyl (3aS,5R,6aR)-5-((6-chloropyridazin-3-yl) amino)-3a-methylhexahydrocyclopenta[c]pyrrole-2(1H)-carboxylate ClC1=CC=C(N=N1)N[C@H]1C[C@]2([C@H](CN(C2)C(=O)OC(C)(C)C)C1)C